1-(2,4-dichlorophenyl)-1H-1,2,3-triazol ClC1=C(C=CC(=C1)Cl)N1N=NC=C1